N1=CN=CC(=C1)NC(=O)C1=NOC=C1 N-pyrimidin-5-yl-isoxazole-3-carboxamide